(S)-N-(3-(3'-Chloro-6-methoxy-5-((((5-oxopyrrolidin-2-yl)methyl)amino)methyl)-[2,4'-bipyridin]-2'-yl)-2-methylphenyl)-5-((3-hydroxyazetidin-1-yl)methyl)picolinamide ClC=1C(=NC=CC1C1=NC(=C(C=C1)CNC[C@H]1NC(CC1)=O)OC)C=1C(=C(C=CC1)NC(C1=NC=C(C=C1)CN1CC(C1)O)=O)C